1-((4-(3,7-difluorodibenzo[b,f][1,4]oxazepin-11-yl)piperazin-1-yl)methyl)cyclopropanecarboxylic acid FC1=CC2=C(C(=NC3=C(O2)C=C(C=C3)F)N3CCN(CC3)CC3(CC3)C(=O)O)C=C1